2-[[4-[5-(cyclopropylmethoxy)-2-(2H-tetrazol-5-yl)-phenyl]piperazin-1-yl]methyl]-1,3-benzothiazole C1(CC1)COC=1C=CC(=C(C1)N1CCN(CC1)CC=1SC2=C(N1)C=CC=C2)C=2N=NNN2